FC1=C(C(=CC=C1)F)C1(N=CC2=C(N=C1N)C=NC(=C2)C(F)(F)F)C 2,6-difluorophenyl-3-methyl-7-(trifluoromethyl)-3H-pyrido[3,4-e][1,4]diazepin-2-amine